N1(C=NC=C1)CCCNC(=O)C1=NN2C(N=C(C=C2C2=CC=C(C=C2)F)C2=CC=CC=C2)=C1 N-(3-(1H-imidazol-1-yl)propyl)-7-(4-fluorophenyl)-5-phenylpyrazolo[1,5-a]pyrimidine-2-carboxamide